C(C)(C)(C)OC(N[C@@H]1CC(=CCC1)C1=C2C(=C(NC2=C(C=C1F)C(N)=O)C)C)=O (S)-(3-(7-carbamoyl-5-fluoro-2,3-dimethyl-1H-indol-4-yl)cyclohex-3-en-1-yl)carbamic acid tert-butyl ester